C(C)(C)(C)C1=CC2=C(C3=CC=CC=C3C(=C2C=C1)OC(=O)CCC(=O)O)OC(=O)CCC(=O)O 2-(tert-butyl)-9,10-bis(2-carboxyethyl)carbonyloxyanthracene